2-(6-(2-(3-methylbenzylidene)hydrazinyl)-2-morpholino-9H-purin-9-yl)-1-phenylethan-1-one CC=1C=C(C=NNC2=C3N=CN(C3=NC(=N2)N2CCOCC2)CC(=O)C2=CC=CC=C2)C=CC1